N-(2-bromophenyl)-1,3-dimethylimidazolidine-2-imine BrC1=C(C=CC=C1)N=C1N(CCN1C)C